BrC=1C=NC(=NC1)C(C)=NS(=O)C(C)(C)C N-(1-(5-bromopyrimidin-2-yl)ethylidene)-2-methylpropane-2-sulfinamide